N(omega)-hydroxy-L-arginine CC(C)(C)OC(=O)N[C@@H](CCCN=C(N)NO)C(=O)O